N1-(7-chloro-3-(2,6-dichloro-3,5-dimethoxyphenyl)-2,6-naphthyridin-1-yl)-N3,N3-dimethyl-propane-1,3-diamine ClC1=NC=C2C=C(N=C(C2=C1)NCCCN(C)C)C1=C(C(=CC(=C1Cl)OC)OC)Cl